2,4-dimethyl-2-(1-((tetrahydrofuran-2-yl)methyl)piperidin-4-yl)benzo[d][1,3]dioxole-5-carboxamide CC1(OC2=C(O1)C=CC(=C2C)C(=O)N)C2CCN(CC2)CC2OCCC2